tert.-butyl chloride C(C)(C)(C)Cl